BrC1=CC=2C=CC3=CC=CC=C3C2C=C1 2-bromophenanthrene